CN(C)CC(CCCCCCCCCCC1C(C1)CCCCCCCC(=O)[O-])CCCCCCC 8-(2-{11-[(dimethylamino)methyl]octadecyl}cyclopropyl)octanoate